1,1,1,3,3,3-Hexafluoropropan-2-yl 4-(2-(2-(methylsulfonyl)-2,8-diazaspiro[4.5]decan-8-yl)-4-(trifluoromethyl)benzyl)piperazine-1-carboxylate CS(=O)(=O)N1CC2(CC1)CCN(CC2)C2=C(CN1CCN(CC1)C(=O)OC(C(F)(F)F)C(F)(F)F)C=CC(=C2)C(F)(F)F